(R)-1-methyl-6-(2,3,6-trifluorophenyl)-2,5,6,7-tetrahydro-3H-pyrrolo[1,2-c]imidazole-3-thione CC1=C2N(C(N1)=S)C[C@H](C2)C2=C(C(=CC=C2F)F)F